BrC1=CC=CC(=N1)C(=O)NC1=NC=C(C=C1)NC(=O)C1CN(CC(C1)(F)F)C(C(=C)F)=O 6-bromo-N-(5-(5,5-difluoro-1-(2-fluoroacryloyl)piperidine-3-carboxamido)pyridin-2-yl)picolinamide